(3-methylacrylamidopropyl)dimethyl-ammonium tert-butyl-4-[(2-{2-[(cyanomethyl)amino]-4-(methoxycarbonyl)phenyl}piperidin-1-yl)methyl]-5-methoxy-7-methylindole-1-carboxylate C(C)(C)(C)OC(=O)N1C=CC2=C(C(=CC(=C12)C)OC)CN1C(CCCC1)C1=C(C=C(C=C1)C(=O)OC)NCC#N.CC=CC(=O)NCCC[NH+](C)C